COC1=CC(=NC=C1C(=O)OC)C(F)(F)F methyl 4-methoxy-6-(trifluoromethyl)nicotinate